NC1=C(C(=O)OCC#N)C=CC=C1 Cyanomethyl 2-aminobenzoate